Trimethoxymethyldimethoxysilylchlorosilane COC(OC)(OC)[Si](OC)(OC)[SiH2]Cl